FC=1C(=CC=2N(C1)C=NN2)NC(OC(C)(C)C)=O tert-butyl N-(6-fluoro-[1,2,4]triazolo[4,3-a]pyridin-7-yl)carbamate